1-(trans-4-aminocyclohexyl)cyclopropane-1-ol N[C@@H]1CC[C@H](CC1)C1(CC1)O